FC(OC1=CC=C(C=N1)C1=CN(C=2N=CN=C(C21)N)C(CC)C=2N=NN(C2)C2=C(C=CC=C2)F)F (+)-5-[6-(Difluoromethoxy)pyridin-3-yl]-7-{1-[1-(2-fluorophenyl)-1H-1,2,3-triazol-4-yl]propyl}-7H-pyrrolo[2,3-d]pyrimidin-4-amine